N,2-diphenyl-1H-pyrrolo[3,2-c]pyridin-6-amine C1(=CC=CC=C1)NC1=CC2=C(C=N1)C=C(N2)C2=CC=CC=C2